4-Bromo-3-ethoxy-benzoic acid BrC1=C(C=C(C(=O)O)C=C1)OCC